(R)-4-(4-((4'-chloro-[1,1'-biphenyl]-2-yl)methyl)piperazin-1-yl)-N-((4-((4-(methylamino)-1-(phenylthio)butan-2-yl)amino)-3-nitrophenyl)sulfonyl)benzamide ClC1=CC=C(C=C1)C1=C(C=CC=C1)CN1CCN(CC1)C1=CC=C(C(=O)NS(=O)(=O)C2=CC(=C(C=C2)N[C@@H](CSC2=CC=CC=C2)CCNC)[N+](=O)[O-])C=C1